2-(2H-benzotriazol-2-yl)-4-methyl-6-(2-methyl-3-(1,3,3,3-tetramethyl-1-(trimethylsiloxy)disiloxanyl)propyl)phenol N=1N(N=C2C1C=CC=C2)C2=C(C(=CC(=C2)C)CC(C[Si](O[Si](C)(C)C)(O[Si](C)(C)C)C)C)O